ClC=1C=C(C=CC1)CC(C1=CC=CC=C1)N(C([O-])=O)[C@H](C(=O)NC(CC1C(NC2(C1)CCCCC2)=O)C(C(=O)NC2CC2)=O)CC2CCCCC2 2-(3-chlorophenyl)-1-phenylethyl((2S)-3-cyclohexyl-1-((4-(cyclopropylamino)-3,4-dioxo-1-(2-oxo-1-azaspiro[4.5]decan-3-yl)butan-2-yl)amino)-1-oxopropan-2-yl)carbamate